C1(=CC=CC=C1)P(C1=CC=CC=C1)OC(C)C(C(C)OP(C1=CC=CC=C1)C1=CC=CC=C1)C 3-methyl-2,4-pentanediol bis(diphenylphosphinite)